BrC(C(=O)O)([2H])[2H] 2-Bromo-2,2-dideuteroacetic acid